CC1(COC2=C(O1)C=CC(=C2)C=2C=C1CCN(C(C1=CC2)=O)C=2C=CC(=C(C2)NS(=O)(=O)C)O)C N-(5-(6-(2,2-dimethyl-2,3-dihydrobenzo[b][1,4]dioxin-6-yl)-1-oxo-3,4-dihydroisoquinolin-2(1H)-yl)-2-hydroxyphenyl)methanesulfonamide